N-(5-((4-(8-fluoro-2-oxo-5,6-dihydro-4H-imidazo[4,5,1-ij]quinolin-1(2H)-yl)pyrimidin-2-yl)amino)-4-methoxy-2-(3-(pyrrolidin-1-yl)azetidin-1-yl)phenyl)acrylamide FC=1C=C2CCCN3C2=C(C1)N(C3=O)C3=NC(=NC=C3)NC=3C(=CC(=C(C3)NC(C=C)=O)N3CC(C3)N3CCCC3)OC